ClC1=CC(=C(C(=O)O)C=C1)OC(F)F 4-chloro-2-(difluoromethoxy)benzoic acid